[(1R,2S,5R)-2-isopropyl-5-methyl-cyclohexyl]2-(ethylamino)-2-oxo-acetate C(C)(C)[C@H]1[C@@H](C[C@@H](CC1)C)OC(C(=O)NCC)=O